OC(CC(=O)N1CCC(CC1)C1=CC=C(C=C1)NC(OC1=CC=CC=C1)=O)(C)C phenyl (4-(1-(3-hydroxy-3-methylbutanoyl)piperidin-4-yl)phenyl)carbamate